OC=1C=NC(=NC1)N1C[C@H](N([C@H](C1)C)C(=O)OC1CC2(CN(C2)CC2=CC=CC=C2)C1)C 2-benzyl-2-azaspiro[3.3]heptan-6-yl (2R,6S)-4-(5-hydroxypyrimidin-2-yl)-2,6-dimethylpiperazine-1-carboxylate